(rac)-cis-1-(4-chlorophenyl)-2-(1H-1,2,4-triazol-1-yl)-cycloheptanol ClC1=CC=C(C=C1)[C@]1([C@@H](CCCCC1)N1N=CN=C1)O |r|